(2S)-2-formamido-2-phenylacetic acid C(=O)N[C@H](C(=O)O)C1=CC=CC=C1